C(C)(C)(C)OC(=O)N1CC(C=2C3=C(C=CC12)C(=CC=C3)F)C 6-fluoro-1-methyl-1,2-dihydro-3H-benzo[e]Indole-3-carboxylic acid tert-butyl ester